4-amino-N-[4-(methoxymethyl)Phenyl]-7-(1-methylcyclopropyl)-7H-pyrrolo[2,3-d]pyrimidin-5-carboxamide NC=1C2=C(N=CN1)N(C=C2C(=O)NC2=CC=C(C=C2)COC)C2(CC2)C